N1=CC(=CC=C1)CNC(=O)N 1-(3-pyridylmethyl)urea